N-(4-aminobutyl)-7-benzyl-1-isobutyl-1,2,3,6,7,7a-hexahydro-3aH-3,6-methanopyrrolo[3,2-b]pyridine-3a-carboxamide NCCCCNC(=O)C12N=CC3C(C1N(CC2C3)CC(C)C)CC3=CC=CC=C3